ClC1=C(C=C(C=C1)N1N=C(N=C1CNC(OC(C)(C)C)=O)CO)F tert-butyl N-[[2-(4-chloro-3-fluorophenyl)-5-(hydroxymethyl)-1,2,4-triazol-3-yl]methyl]carbamate